N1CC(C1)OC1=C(CNC(=O)[C@H]2N(C[C@@H](C2)O)C([C@H](C(C)(C)C)NC(=O)C2(CC2)F)=O)C=CC(=C1)C1=C(N=CS1)C (2S,4R)-N-(2-(azetidin-3-yloxy)-4-(4-methylthiazol-5-yl)benzyl)-1-((S)-2-(1-fluorocyclopropanecarboxamido)-3,3-dimethylbutanoyl)-4-hydroxypyrrolidine-2-carboxamide